(2R,5S)-3-(2-(benzo[d][1,3]dioxolan-5-yl)ethyl)-2-(1-(4-Bromophenyl)-3-(4-fluorophenyl)-1H-pyrazol-4-yl)-5-methyloxazolidin-4-one O1COC2=C1C=CC(=C2)CCN2[C@H](O[C@H](C2=O)C)C=2C(=NN(C2)C2=CC=C(C=C2)Br)C2=CC=C(C=C2)F